(1S)-tetrahydronaphthalen-1-amine [C@@H]1(CCCC2=CC=CC=C12)N